1-[4-(3,5-dichlorophenyl)piperazin-1-yl]-3-methyl-pent-4-en-1-one ClC=1C=C(C=C(C1)Cl)N1CCN(CC1)C(CC(C=C)C)=O